C1(CC1)C#C[C@@]1(NC(NC2=CC(=CC=C12)CN1C=NC(=CC1=O)COC)=O)C(F)(F)F (S)-4-(cyclopropylethynyl)-7-((4-(methoxymethyl)-6-oxopyrimidin-1(6H)-yl)methyl)-4-(trifluoromethyl)-3,4-dihydroquinazolin-2(1H)-one